(S)-N-(2-(dimethylamino)-1-(3-(trifluoromethyl)phenyl)ethyl)-3-nitro-4-(trifluoromethoxy)benzenesulfonamide CN(C[C@H](C1=CC(=CC=C1)C(F)(F)F)NS(=O)(=O)C1=CC(=C(C=C1)OC(F)(F)F)[N+](=O)[O-])C